5-amino-1-cyclohexyl-3-ethylpyrazole-4-carboxamide NC1=C(C(=NN1C1CCCCC1)CC)C(=O)N